4-(4-cyano-2,6-dimethylphenoxy)-2-((4-cyanophenyl)amino)-7,8-dihydropyrido[4,3-d]pyrimidine-6(5H)-carboxylic acid tert-butyl ester C(C)(C)(C)OC(=O)N1CC2=C(N=C(N=C2OC2=C(C=C(C=C2C)C#N)C)NC2=CC=C(C=C2)C#N)CC1